(11β,17β)-17-Hydroxy-11-(4-(methylsulphonyl)phenyl)-17-(pentafluoroethyl)-estra-4,9-dien-3-one O[C@@]1([C@]2(C)[C@@H](CC1)[C@@H]1CCC3=CC(CCC3=C1[C@H](C2)C2=CC=C(C=C2)S(=O)(=O)C)=O)C(C(F)(F)F)(F)F